methyl 2-methoxy-5-nitrobenzoate COC1=C(C(=O)OC)C=C(C=C1)[N+](=O)[O-]